OC1=C(C=NN1)O 5-hydroxy-4-hydroxypyrazole